ClC1=CC(=C(OCC2=NC=CC(=C2)OC2CCN(CC2)CC2=NC3=C(N2CC2=CC=NO2)C=C(C=C3)C(=O)O)C=C1)F 2-{[4-({2-[(4-chloro-2-fluorophenoxy)methyl]pyridin-4-yl}oxy)piperidin-1-yl]methyl}-1-[(1,2-oxazol-5-yl)methyl]-1H-1,3-benzodiazole-6-carboxylic acid